((2R,5S)-5-isopropyl-pyrrolidin-2-yl)methanol C(C)(C)[C@@H]1CC[C@@H](N1)CO